8-[3-(4-fluorophenyl)-1-methylpyrazol-4-yl]Imidazo[1,2-b]Pyridazine-2-carboxylic acid methyl ester COC(=O)C=1N=C2N(N=CC=C2C=2C(=NN(C2)C)C2=CC=C(C=C2)F)C1